OC(C)(C)C1=CC=CC(=N1)NC(C1=C(C=C(C=C1)S(NC1(COC1)C)(=O)=O)N1CCC2(CC2)CC1)=O N-(6-(2-Hydroxypropan-2-yl)pyridin-2-yl)-4-(N-(3-methyloxetan-3-yl)sulfamoyl)-2-(6-azaspiro[2.5]octan-6-yl)benzamide